CC(CCCCCCCCCCCCCC(CCC)O)O nonadecane-2,16-diol